4-ethoxy-1-((2-fluoropyridin-4-yl)methyl)-1H-pyrrole-2-carboxylic acid C(C)OC=1C=C(N(C1)CC1=CC(=NC=C1)F)C(=O)O